O1OC=CC=C1 1,2-dioxin